cerium acetate salt C(C)(=O)[O-].[Ce+3].C(C)(=O)[O-].C(C)(=O)[O-]